FC=1C=C2/C(/C3=NC4=C(C=CC=C4C(N3C2=CC1)=O)NC1=CC=C(C=C1)F)=N/OC (Z)-8-Fluoro-4-((4-fluorophenyl)amino)-6-(methoxyimino)indolo[2,1-b]quinazolin-12(6H)-one